FC1=CC=C(C=C1)CCS(=O)(=O)Cl 2-(4-fluoro-phenyl)ethane-1-sulfonyl chloride